2-amino-N-((2R)-1-methoxy-2-propanyl)-N-((6-methoxy-3-pyridazinyl)methyl)-3-methyl-6-quinolinecarboxamide NC1=NC2=CC=C(C=C2C=C1C)C(=O)N(CC=1N=NC(=CC1)OC)[C@@H](COC)C